C(C)(=O)C1=C(C2=C(N=C(N=C2)NC2=CC=C(C=N2)N2CCN(CC2)C(CCCCCCCCC(=O)NC2=C(C(=O)NC=3SC(=C(N3)C)C)C=CC=C2)=O)N(C1=O)C1CCCC1)C (10-(4-(6-((6-acetyl-8-cyclopentyl-5-methyl-7-oxo-7,8-dihydropyrido[2,3-d]pyrimidin-2-yl)amino)pyridin-3-yl)-piperazin-1-yl)-10-oxodecanoylamino)-N-(4,5-dimethylthiazol-2-yl)benzamide